C(C)OC1=C(C(=CC(=C1)[N+](=O)[O-])[N+](=O)[O-])OC ethoxy-4,6-dinitro-O-methylphenol